O=C1N(C(C=C1)=O)CCCCCC(=O)NCC(=O)O (6-(2,5-dioxo-2,5-dihydro-1H-pyrrol-1-yl)hexanoyl)glycine